ClC1=CC=C(C=C1)[C@@H](C(=O)N1C=CC2=CC(=C(C=C12)OC(F)(F)F)F)NC=1C=C(O[C@@H]2C=C(C2)C(=O)O)C=C(C1)OC (1s,3s)-3-(3-((1-(4-chlorophenyl)-2-(5-fluoro-6-(trifluoromethoxy)indol-1-yl)-2-oxoethyl)amino)-5-methoxyphenoxy)cyclobutene-carboxylic acid